FC=1C=C2C(=C(/C(/C2=CC1)=C/C1=CC=C(C=C1)S(=O)C1=CC=C(C=C1)F)C)CC(=O)NO 2-[(1Z)-5-Fluoro-1-{[4-(4-fluorobenzenesulfinyl)phenyl]methylidene}-2-methyl-1H-inden-3-yl]-N-hydroxyacetamide